3-[cyclopropyl-(difluoro)methyl]-N-[1-(3-pyrimidin-2-ylpyrazin-2-yl)ethyl]-5-(trifluoromethyl)benzamide C1(CC1)C(C=1C=C(C(=O)NC(C)C2=NC=CN=C2C2=NC=CC=N2)C=C(C1)C(F)(F)F)(F)F